(E)-1-(3-hydroxyphenyl)-3-(2,3,6-trimethoxyphenyl)prop-2-en-1-one OC=1C=C(C=CC1)C(\C=C\C1=C(C(=CC=C1OC)OC)OC)=O